OCC=1NC(=C(C1C)CO)C=O 2,4-DIHYDROXYMETHYL-3-METHYL-PYRROL-5-CARBALDEHYDE